FC=1C=C(C=CC1)N1N=C(C=C(C1=O)C(=O)NC(CO)C1COCC1)C1=CC=C(C=C1)OC(F)(F)F 2-(3-fluorophenyl)-N-[2-hydroxy-1-(tetrahydrofuran-3-yl)ethyl]-3-oxo-6-[4-(trifluoromethoxy)phenyl]-2,3-dihydropyridazine-4-carboxamide